C(#N)C1=CC=2N(N=C1)C(=CC2)C2=CC(=C(C=N2)C2=NN=C(S2)N2CCN(CC2)C(=O)OC(C)(C)C)NC2COC2 tert-butyl 4-[5-(6-{3-cyanopyrrolo[1,2-b]pyridazin-7-yl}-4-[(oxetan-3-yl)amino]pyridin-3-yl)-1,3,4-thiadiazol-2-yl]piperazine-1-carboxylate